N-((5-(4-fluorophenyl)-1-((4-methoxyphenyl)sulfonyl)-1H-pyrrol-3-yl)methyl)methan-d3-amine FC1=CC=C(C=C1)C1=CC(=CN1S(=O)(=O)C1=CC=C(C=C1)OC)CNC([2H])([2H])[2H]